ClC=1C=C(C=CC1F)S(=O)(=O)N(C1=NC=NS1)CC1=C(C=C(C=C1)OC)OC 3-chloro-N-(2,4-dimethoxybenzyl)-4-fluoro-N-(1,2,4-thiadiazol-5-yl)benzenesulfonamide